C1(=CC=C(C=C1)N(CC(C)O)CC(C)O)C 1,1'-(p-Tolylimino)dipropan-2-ol